C(O)C(C(=O)O)C monomethylolpropionic acid